(1R)-1-{5-[1-(2,5-difluorophenyl)cyclobutyl]-1,2,4-oxadiazol-3-yl}-6-azaspiro[2.5]octane-6-sulfonamide FC1=C(C=C(C=C1)F)C1(CCC1)C1=NC(=NO1)[C@@H]1CC12CCN(CC2)S(=O)(=O)N